BrC1=CC=2C=3N(C(=NC2C(=C1)I)N1CCCCC1)N=C(N3)C3=NC=CN=C3 9-bromo-7-iodo-5-(piperidin-1-yl)-2-(pyrazin-2-yl)-[1,2,4]triazolo[1,5-c]quinazoline